N-(2-(5-(2-((2-(furan-2-yl)quinazolin-4-yl)thio)acetyl)thiophen-2-yl)ethyl)acetamide O1C(=CC=C1)C1=NC2=CC=CC=C2C(=N1)SCC(=O)C1=CC=C(S1)CCNC(C)=O